[(2S)-2-[2-[2-[4-[5-[tert-butyl(dimethyl)silyl]oxy-1-tetrahydropyran-2-yl-indazol-3-yl]-2-cyano-pyrrol-1-yl]ethoxy]ethoxy]propyl]methanesulfonate [Si](C)(C)(C(C)(C)C)OC=1C=C2C(=NN(C2=CC1)C1OCCCC1)C=1C=C(N(C1)CCOCCO[C@H](CCS(=O)(=O)[O-])C)C#N